(E)-2-cyclohexyl-5-(3-fluoro-styryl)-1,3-dimethoxybenzene C1(CCCCC1)C1=C(C=C(C=C1OC)\C=C\C1=CC(=CC=C1)F)OC